2-chloro-N-(3-((4-((1-(3,3-dimethylcyclohexyl)-3,3-difluoropiperidin-4-yl)amino)-6,7-dimethoxyquinazolin-2-yl)(methyl)amino)propyl)acetamide ClCC(=O)NCCCN(C)C1=NC2=CC(=C(C=C2C(=N1)NC1C(CN(CC1)C1CC(CCC1)(C)C)(F)F)OC)OC